3-Cyano-N-(3-(furan-3-yl)-1H-indazol-5-yl)-4-methylisoxazole-5-carboxamide C(#N)C1=NOC(=C1C)C(=O)NC=1C=C2C(=NNC2=CC1)C1=COC=C1